N-[(3S,4S)-3-methyl-1-(3-oxetanyl)-4-piperidyl]-6-{3-[4-(N-methylcarbamoyl)-5-fluoro-2-anisidino]-1-propynyl}-1-(2,2,2-trifluoroethyl)-1H-1,3-benzimidazole-4-carboxamide C[C@H]1CN(CC[C@@H]1NC(=O)C1=CC(=CC=2N(C=NC21)CC(F)(F)F)C#CCNC=2C(OC)=CC(=C(C2)C(NC)=O)F)C2COC2